1-(4-fluorophenyl)-N-methyl-1H-pyrazole-4-carboxamide FC1=CC=C(C=C1)N1N=CC(=C1)C(=O)NC